1,3,6-trimethyl-hexamethylene diisocyanate CC(CC(CCC(C)N=C=O)C)N=C=O